CC=1C=C(C=NC1N1CCC(CC1)N1CCOCC1)CC1=NN2C(C(=N1)N)=NC=C2 (5-methyl-6-(4-morpholinopiperidin-1-yl)pyridine-3-ylmethyl)imidazo[2,1-f][1,2,4]triazin-4-amine